(N-(5-benzoyl-4-methyl-thiazol-2-yl)-4-fluoro-anilino)propanamide C(C1=CC=CC=C1)(=O)C1=C(N=C(S1)N(C1=CC=C(C=C1)F)C(C(=O)N)C)C